C1(CC1)N1C(C[C@H](C1)CN1N=C2N=C(C=CC2=C1C(C)(C)O)C1=C(C=C(C=C1C)C(F)(F)F)OCOCC)=O (R)-1-cyclopropyl-4-((6-(2-(ethoxymethoxy)-6-methyl-4-(trifluoromethyl)phenyl)-3-(2-hydroxypropan-2-yl)-2H-pyrazolo[3,4-b]pyridin-2-yl)methyl)pyrrolidin-2-one